OC[C@@H]1N(C[C@@H]([C@H]([C@@H]1O)O)O)C[C@@H]1CN(CCC1)C=1C(=NC=CC1)C(F)(F)F (2S,3R,4R,5S)-2-(hydroxymethyl)-1-(((R)-1-(2-(trifluoromethyl)pyridin-3-yl)piperidin-3-yl)methyl)piperidine-3,4,5-triol